CC1=CC(=NN1)NC1=NC(=C2C=CC=NC2=C1)CN1CC2CCC(C1)N2CCC#N 3-(3-((7-((5-methyl-1H-pyrazol-3-yl)amino)-1,6-naphthyridin-5-yl)methyl)-3,8-diazabicyclo[3.2.1]octan-8-yl)propionitrile